FC(C1=C(C=CC(=C1)C(F)(F)F)C1CCC2=C(N(C1=O)CC#CC=1N=NC(=CC1)O)C=CC(=C2)F)(F)F 3-(2,4-bis(trifluoromethyl)phenyl)-7-fluoro-1-(3-(6-hydroxypyridazin-3-yl)prop-2-ynyl)-4,5-dihydro-1H-benzo[b]azepin-2(3H)-one